1,13-tetradecadiene C=CCCCCCCCCCCC=C